ClC1=C(C=C(C=C1)F)C1NC(C2=CC=C3C(=C12)NC(=N3)N3C=C(C1=CC(=CC=C31)F)O)=O 8-(2-Chloro-5-fluorophenyl)-2-((S)-5-fluoro-3-hydroxyindol-1-yl)-7,8-dihydroimidazo[4,5-e]isoindol-6(1H)-one